[(2S,3R,4R,5S,6S)-3,4,5-trimethoxy-6-methyl-tetrahydropyran-2-yl] N-[4-[1-[4-(trifluoro-methoxy)phenyl]-1,2,4-triazol-3-yl]phenyl]carbamate FC(OC1=CC=C(C=C1)N1N=C(N=C1)C1=CC=C(C=C1)NC(O[C@@H]1O[C@H]([C@@H]([C@H]([C@H]1OC)OC)OC)C)=O)(F)F